ClC=1C=CC(=C(C1)C#CC1=NNC2=C1C=1N(C(=N2)N2CCC3([C@@H]([C@@H](OC3)C)N)CC2)C=CN1)F (3S,4S)-8-(9-((5-chloro-2-fluorophenyl)ethynyl)-7H-imidazo[1,2-c]pyrazolo[4,3-e]pyrimidin-5-yl)-3-methyl-2-oxa-8-azaspiro[4.5]decan-4-amine